C(C1=CC=CC=C1)N(C(=S)SSCCCCCCSSC(N(CC1=CC=CC=C1)CC1=CC=CC=C1)=S)CC1=CC=CC=C1 1,6-bis(N,N-dibenzyl-thiocarbamoyldithio)hexane